4-(3-butyl-1-imidazolyl)-1-butanesulfonate C(CCC)N1CN(C=C1)CCCCS(=O)(=O)[O-]